C(CCCCCCCCC)N(C(OCCC)=O)CCCCCCCCCC propyl N,N-didecylcarbamate